[Si](C)(C)(C(C)(C)C)OCCCOC1=C(C(=NC=C1)C(C)C)N1C(N=C(C2=C1N=C(C(=C2)F)Cl)Cl)=O 1-(4-(3-((tert-butyldimethylsilyl)oxy)propoxy)-2-isopropylpyridin-3-yl)-4,7-dichloro-6-fluoropyrido[2,3-d]pyrimidin-2(1H)-one